C1(=CC=CC=C1)S(=O)(=O)NC1=C(SC(=C1)C1=CC=C(C=C1)C1=CC(=CC(=C1)C1=CC=C(C=C1)C=1SC(=C(C1)NS(=O)(=O)C1=CC=CC=C1)C(=O)OC)C1=CC=C(C=C1)C=1SC(=C(C1)NS(=O)(=O)C1=CC=CC=C1)C(=O)OC)C(=O)OC Methyl 3-(benzenesulfonamido)-5-[4-[3,5-bis[4-[4-(benzenesulfonamido)-5-methoxycarbonyl-2-thienyl]phenyl]phenyl]phenyl]thiophene-2-carboxylate